CN(S(=O)(=O)C=1SC(=CC1)C)C(C(F)(F)F)C1=CC=C(C=C1)F N,5-dimethyl-N-(2,2,2-trifluoro-1-(4-fluorophenyl)ethyl)thiophene-2-sulfonamide